tert-butyl 3-bromo-2-(4-chlorophenyl)-6,7-dihydropyrazolo[1,5-a]pyrazine-5(4H)-carboxylate tert-butyl-2-(4-chlorophenyl)-6,7-dihydropyrazolo[1,5-a]pyrazine-5(4H)-carboxylate C(C)(C)(C)OC(=O)N1CC=2N(CC1)N=C(C2)C2=CC=C(C=C2)Cl.BrC=2C(=NN1C2CN(CC1)C(=O)OC(C)(C)C)C1=CC=C(C=C1)Cl